tert-butyl (2S)-2-[methyl(m-tolyl)carbamoyl]-2,5-dihydropyrrole-1-carboxylate CN(C(=O)[C@H]1N(CC=C1)C(=O)OC(C)(C)C)C=1C=C(C=CC1)C